C12(CC3CC(CC(C1)C3)C2)NCC2=CC=C(CNC=3C=C(C=CC3)N3C(NC(CC3)=O)=O)C=C2 1-(3-((4-(((adamantan-1-yl)amino)methyl)benzyl)amino)phenyl)dihydropyrimidine-2,4(1H,3H)-dione